((1r,4r)-4-((2-(dibenzylamino)ethoxy)methyl)cyclohexyl)methanol C(C1=CC=CC=C1)N(CCOCC1CCC(CC1)CO)CC1=CC=CC=C1